[Br-].[IH2+].[Li] lithium (iodonium) bromide